3'-methylene-2,2-biquinoline C=C1C(=NC2=CC=CC=C2C1)C1=NC2=CC=CC=C2C=C1